methyl (E)-4-(4-chloro-2-formylphenyl)but-2-enoate ClC1=CC(=C(C=C1)C/C=C/C(=O)OC)C=O